Ethyl 1-(2-(benzyloxy) ethyl)-4-methyl-5-(2-(trifluoromethyl) phenyl)-1H-pyrrole-3-carboxylate C(C1=CC=CC=C1)OCCN1C=C(C(=C1C1=C(C=CC=C1)C(F)(F)F)C)C(=O)OCC